1-(5H-imidazo[5,1-a]isoindol-5-yl)-1-(tetrahydro-2H-pyran-4-yl)ethan-1-ol C=1N=CN2C1C1=CC=CC=C1C2C(C)(O)C2CCOCC2